FC(C(=O)OCC)(CC=C)F ethyl 2,2-difluoropent-4-enoate